2-[4-Chloro-5-[(3R,4R)-3-methyl-1-tetrahydrofuran-3-ylsulfonyl-4-piperidyl]-1H-imidazol-2-yl]-5-fluoro-pyridine ClC=1N=C(NC1[C@H]1[C@H](CN(CC1)S(=O)(=O)C1COCC1)C)C1=NC=C(C=C1)F